IC1=C(N)C=CC=C1 2-Iodoaniline